4-bromo-1,6-dimethyl-1,6-dihydro-7H-pyrazolo[3,4-c]pyridin-7-one BrC=1C2=C(C(N(C1)C)=O)N(N=C2)C